O[C@H](CC[C@H]1C(N([C@@H]1C1=CC=C(C=C1)OC)C1=CC=C(C=C1)OC)=O)C1=CC=CC=C1 3(R)-(3(R)-hydroxy-3-phenylpropyl)-1,4(S)-bis-(4-methoxyphenyl)-2-azetidinone